OCC1=CC(C(=CO1)OC(=O)C=1NC=CC1)=O 1H-pyrrole-2-carboxylic acid 6-(hydroxymethyl)-4-oxo-4H-pyran-3-yl ester